C(CCC)OC1=C(C=C(C=C1)C1=CC=CN2C1=NS(CC2)(=O)=O)F 9-(4-butoxy-3-fluorophenyl)-3,4-dihydropyrido[2,1-c][1,2,4]thiadiazine 2,2-dioxide